FC(C=1C=C(C=C(C1)C(F)(F)F)[C@H]([C@H](C)N(C)CC1=C(C=CC(=C1)C(F)(F)F)C1=CC(=C(C=C1OC)C)OCCCC(=O)O)O)(F)F 4-((2'-((((1R,2S)-1-(3,5-bis(trifluoromethyl)phenyl)-1-hydroxypropan-2-yl)(methyl)amino)methyl)-6-methoxy-4-methyl-4'-(trifluoromethyl)-[1,1'-biphenyl]-3-yl)oxy)butanoic acid